1-(methyl-d3)-1H-pyrazol C(N1N=CC=C1)([2H])([2H])[2H]